C(CCCCCCCCC=C)(=O)[O-].[Ca+2].NC(=O)OCC.C(CCCCCCCCC=C)(=O)[O-] urethane Calcium undecylenate